5-Fluoro-3-(3-{4-[(2S)-2-(methansulfonylmethyl)azetidin-1-carbonyl]phenyl}-1,2-oxazol-5-yl)-6-(2-methoxyethoxy)-1H-indazol FC=1C=C2C(=NNC2=CC1OCCOC)C1=CC(=NO1)C1=CC=C(C=C1)C(=O)N1[C@@H](CC1)CS(=O)(=O)C